FC=1N=C2C=CC(NC2=CC1)=O 6-fluoro-1,5-naphthyridin-2(1H)-one